benzyl (S)-2-(cyanomethyl)-4-(5-(naphthalen-1-yl)-3,4-dihydro-2H-pyrano[2,3-f]quinazolin-10-yl)piperazine-1-carboxylate C(#N)C[C@@H]1N(CCN(C1)C1=NC=NC2=CC(=C3C(=C12)OCCC3)C3=CC=CC1=CC=CC=C31)C(=O)OCC3=CC=CC=C3